3,4-dichlorophenyl 2,4,6-tri-O-acetyl-3-deoxy-3-[4-(2-thiazolyl)-1H-1,2,3-triazol-1-yl]-1-thio-α-D-galactopyranoside C(C)(=O)O[C@H]1[C@@H](SC2=CC(=C(C=C2)Cl)Cl)O[C@@H]([C@@H]([C@@H]1N1N=NC(=C1)C=1SC=CN1)OC(C)=O)COC(C)=O